2-bromomethyl-4-bromopyridine BrCC1=NC=CC(=C1)Br